(dimethylsulfamoyl)-2-isopropoxy-4-(8,8,8-trifluorooctylamino)benzoic acid CN(S(=O)(=O)C=1C(=C(C(=O)O)C=CC1NCCCCCCCC(F)(F)F)OC(C)C)C